CC1=NC=C(C=N1)NC(O[C@H](C)[C@H](C)OC=1C(=CC=2C(=NN(N2)C2=C3N=CC(=NC3=CC(=C2)C)NC)C1)F)=O (2R,3S)-3-((5-fluoro-2-(7-methyl-2-(methylamino)quinoxalin-5-yl)benzo[d]triazol-6-yl)oxy)butan-2-yl (2-methylpyrimidin-5-yl)carbamate